CCCCC/C=C\C/C=C\C/C=C\CCCCCCC(=O)O[C@H](COC(=O)CCCC/C=C\C/C=C\C/C=C\C/C=C\CC)COP(=O)(O)OC[C@@H](C(=O)O)N 1-(6Z,9Z,12Z,15Z-octadecatetraenoyl)-2-(8Z,11Z,14Z-eicosatrienoyl)-glycero-3-phosphoserine